FC1=C(C=CC(=C1C)F)[C@H]1[C@@H](O[C@](C1)(C(F)(F)F)C)C(=O)NC1=CC(=NC=C1)C(=O)N 4-((2R,3S,5R)-3-(2,4-difluoro-3-methylphenyl)-5-methyl-5-(trifluoromethyl)tetrahydrofuran-2-carboxamido)picolinamide